CN1CC(C1)(C)[C@@](C=1C=C(C=NC1)C#CC(C)(O)C1=NN(C=C1)C)(C1=CC=C(C=C1)C(C)C)O 4-{5-[(R)-(1,3-dimethyl-azetidin-3-yl)-hydroxy-(4-isopropyl-phenyl)-methyl]-pyridin-3-yl}-2-(1-methyl-1H-pyrazol-3-yl)-but-3-yn-2-ol